ClC=1C=CC(=C(C1)C1=CC(N(C=C1OC)C(C(=O)O)CC1=CC=CC=C1)=O)N1N=NC(=C1)Cl 2-(4-(5-Chloro-2-(4-chloro-1H-1,2,3-triazol-1-yl)phenyl)-5-methoxy-2-oxopyridine-1(2H)-yl)-3-phenylpropionic acid